1-(3-Bromophenyl)-3,3-dimethoxycyclobutane-1-carboxylic acid BrC=1C=C(C=CC1)C1(CC(C1)(OC)OC)C(=O)O